1-imidazoleacetate N1(C=NC=C1)CC(=O)[O-]